FC1=CC=C(C=C1)C1=NN(C(=C1)OCCN)C 2-(3-(4-fluorophenyl)-1-methyl-1H-pyrazol-5-yloxy)ethylamine